tert-butyl 4-(5-(methoxycarbonyl)-4,6-dimethylpyridin-2-yl)-3-(methoxymethyl)piperazine-1-carboxylate COC(=O)C=1C(=CC(=NC1C)N1C(CN(CC1)C(=O)OC(C)(C)C)COC)C